2-cyclohexenedicarboxylic acid C1(C=CCCC1)(C(=O)O)C(=O)O